C1(=CC=C(C=C1)O)C1=C(C(=C(C(=C1[2H])[2H])[2H])[2H])[2H] [1,1'-biphenyl]-2',3',4',5',6'-d5-4-ol